NC1=C2C(=NC=3CCCCC13)N(C=1C=CC(=CC12)OC)CCCC(C)(O)C 5-(11-amino-9-methoxy-1,2,3,4-tetrahydro-6H-indolo[2,3-b]quinolin-6-yl)-2-methylpentan-2-ol